C(C=C)NC1=C(C=CC=C1)OC allyl-(2-methoxy-phenyl)-amine